BrC1=CC=C(C=C1)[C@H](C[Se]C1=CC=CC=C1)O (R)-1-(4-bromophenyl)-2-(phenylseleno)ethan-1-ol